C[SiH2]C1=CC=C(C=C1)Cl Methyl-(4-chlorophenyl)silane